2,4-di-(2-hydroxyethyl)amino-1,5-dimethoxy-benzene OCCNC1=C(C=C(C(=C1)NCCO)OC)OC